8'-oxo-8'H-spiro[cyclohexane-1,5'-indolizine] O=C1C=CC2(N3C=CC=C13)CCCCC2